ClC=1C=C2C=C(NC2=CC1C1=CC2=C(OCCO2)C=C1)CNC(C)=O N-((5-chloro-6-(2,3-dihydrobenzo[b][1,4]dioxin-6-yl)-1H-indol-2-yl)methyl)acetamide